The molecule is the N-formimidoyl derivative of L-glutamic acid It is a L-glutamic acid derivative and a dicarboxylic acid. It is a conjugate acid of a N-formimidoyl-L-glutamate(2-) and a N-formimidoyl-L-glutamate(1-). C(CC(=O)O)[C@@H](C(=O)O)N=CN